4-(((3R,4R)-3-(4-cyanophenyl)piperidin-4-yl)methyl)-5,7-dimethyl-1H-indole-1-carboxylic acid tert-butyl ester C(C)(C)(C)OC(=O)N1C=CC2=C(C(=CC(=C12)C)C)C[C@H]1[C@@H](CNCC1)C1=CC=C(C=C1)C#N